[I-].C[N+]1=C(C=CC2=CC=CC=C12)C 1,2-dimethylquinolinium iodide